3,5-dihydroxybenzaldehyde potassium taurate NCCS(=O)(=O)[O-].[K+].OC=1C=C(C=O)C=C(C1)O